Sodium Stearyl-Dimethyl-Glycine C(CCCCCCCCCCCCCCCCC)C(N(C)C)C(=O)O.[Na]